1,2'-diamino-5,5'-bitetrazole NN1N=NN=C1C=1N=NN(N1)N